tert-butyl (1S,4S)-5-{8-(benzyloxy)-6-cyclopropyl-7-[6-fluoro-5-methyl-1-(oxan-2-yl)-1H-indazol-4-yl]-2-[(oxan-4-yl) oxy] quinazolin-4-yl}-2,5-diazabicyclo[2.2.1]heptane-2-carboxylate C(C1=CC=CC=C1)OC=1C(=C(C=C2C(=NC(=NC12)OC1CCOCC1)N1[C@@H]2CN([C@H](C1)C2)C(=O)OC(C)(C)C)C2CC2)C2=C1C=NN(C1=CC(=C2C)F)C2OCCCC2